[3-chloro-4-(3,3-difluorocyclobutyl)phenyl]carbamate ClC=1C=C(C=CC1C1CC(C1)(F)F)NC([O-])=O